FC1(CC1)C1=C(C(=C2C(=N1)CCC2)NC(=O)N=[S@@](=O)(N)C=2SC=C(C2)C(C)(C)O)C |o1:17| (S) or (R)-N'-((2-(1-fluorocyclopropyl)-3-methyl-6,7-dihydro-5H-cyclopenta[b]pyridin-4-yl)carbamoyl)-4-(2-hydroxypropan-2-yl)thiophene-2-sulfonimidamide